(3S)-tert-Butyl 4-(6-chloro-7-(2-fluoro-6-hydroxyphenyl)-1-(2-isopropylphenyl)-2-oxo-1,2-dihydropyrido[2,3-d]pyrimidin-4-yl)-3-methylpiperazine-1-carboxylate ClC1=CC2=C(N(C(N=C2N2[C@H](CN(CC2)C(=O)OC(C)(C)C)C)=O)C2=C(C=CC=C2)C(C)C)N=C1C1=C(C=CC=C1O)F